5-cyclopropoxy-2-nitrobenzoate C1(CC1)OC=1C=CC(=C(C(=O)[O-])C1)[N+](=O)[O-]